ethyl 4-[[(1S)-1-cyclohexyl-2-hydroxy-ethyl]amino]-2-(3-methyl-4-methylsulfonyl-anilino)pyrimidine-5-carboxylate C1(CCCCC1)[C@@H](CO)NC1=NC(=NC=C1C(=O)OCC)NC1=CC(=C(C=C1)S(=O)(=O)C)C